[18F]fluorodeoxysorbitol [18F]C[C@H](O)[C@@H](O)[C@H](O)[C@H](O)CO